pyrrolo[2,1-a]isoquinoline-3-carboxylate C=1C=C(N2C1C1=CC=CC=C1C=C2)C(=O)[O-]